(2R,3R,5R)-5-(7-amino-3H-[1,2,3]Triazolo[4,5-d]Pyrimidin-3-yl)-4,4-bisFluoro-2-(hydroxymethyl)tetrahydrofuran-3-ol NC=1C2=C(N=CN1)N(N=N2)[C@H]2C([C@@H]([C@H](O2)CO)O)(F)F